[4-[[(2S)-2-[[(2S)-2-(9H-fluoren-9-ylmethoxycarbonylamino)-3-methyl-butanoyl]amino]-5-ureido-pentanoyl]amino]phenyl]methyl (4-nitrophenyl) carbonate C(OCC1=CC=C(C=C1)NC([C@H](CCCNC(=O)N)NC([C@H](C(C)C)NC(=O)OCC1C2=CC=CC=C2C=2C=CC=CC12)=O)=O)(OC1=CC=C(C=C1)[N+](=O)[O-])=O